5-(difluoromethoxy)-1-(2-methylpyridin-3-yl)-4-(prop-2-yn-1-ylamino)-7-(trifluoromethyl)quinazolin-2(1H)-one FC(OC1=C2C(=NC(N(C2=CC(=C1)C(F)(F)F)C=1C(=NC=CC1)C)=O)NCC#C)F